TERT-BUTYL (4-((3-CHLORO-2-METHYL-1-((2-(TRIMETHYL SILYL)ETHOXY)METHYL)-1H-PYRROLO[2,3-B]PYRIDIN-4-YL)OXY)-2-FLUOROPHENYL)CARBAMATE ClC1=C(N(C2=NC=CC(=C21)OC2=CC(=C(C=C2)NC(OC(C)(C)C)=O)F)COCC[Si](C)(C)C)C